[Si](C)(C)(C)CC#N TMS-acetonitrile